C(C)(C)(C)OC(=O)N1CCN(C2CCC12)C=1C(C=2C(=NC(=C(N2)OC)C)N(C1CC)CC(=O)O)=O rac-2-(7-(5-(tert-butoxycarbonyl)-2,5-diazabicyclo[4.2.0]octan-2-yl)-6-ethyl-2-methoxy-3-methyl-8-oxopyrido[2,3-b]pyrazin-5(8H)-yl)acetic acid